C(C)OC1(CSC1)C1=CC=C(C=C1)C(=O)N1CCC(CC1)C1=CC=C(C=C1)C(F)(F)F (4-(3-ethoxythietan-3-yl)phenyl)(4-(4-(trifluoromethyl)phenyl)piperidin-1-yl)methanone